C(C)(C)(C)OC(=O)N1C[C@H]2C([C@H]2C1)COC1=C(C(=NC=C1)F)F (1R,5S,6r)-6-(((2,3-difluoropyridin-4-yl)oxy)methyl)-3-azabicyclo[3.1.0]Hexane-3-carboxylic acid tert-butyl ester